N[C@@H](C(=O)NC(C(=O)N)CC(C)C)CC1=CC=CC=C1 2-[[(2R)-2-amino-3-phenylpropionyl]amino]-4-methyl-pentanamide